(1'S)-1'-amino-1-(6-amino-5-((2-amino-3-chloropyridin-4-yl)thio)pyrazin-2-yl)tetrahydro-1'H,3'H-spiro[piperidine-4,2'-pyrrolizin]-3'-one N[C@H]1C2(C(N3CCCC13)=O)CCN(CC2)C2=NC(=C(N=C2)SC2=C(C(=NC=C2)N)Cl)N